CN1C=NC(=C1)COCC1=NC(=CC(=N1)N1CCOCC1)N1N=C(C=C1)C=1C=C(C=CC1)C 4-(2-(((1-methyl-1H-imidazol-4-yl)methoxy)methyl)-6-(3-(m-tolyl)-1H-pyrazol-1-yl)pyrimidin-4-yl)morpholine